C(C)(C)(C)N1[C@H](CN(CC1)C=1N=NC(=CC1C)N)C tert-butyl-(S)-4-(6-amino-4-methylpyridazin-3-yl)-2-methylpiperazine